1-acetyl-4-(3,4-diamino-2-fluorophenyl)pyrrolidine-3-carboxylic acid ethyl ester C(C)OC(=O)C1CN(CC1C1=C(C(=C(C=C1)N)N)F)C(C)=O